FC(COC=1C=C(C=NC1)N1C(C(C2=CC(=CC=C12)C(=O)NC1(CS(C1)(=O)=O)C)(C)C)=O)F 1-[5-(2,2-difluoroethoxy)-3-pyridyl]-3,3-dimethyl-N-(3-methyl-1,1-dioxo-thietan-3-yl)-2-oxo-indoline-5-carboxamide